disodium 7-amino-1,3-naphthalenedisulfonate NC1=CC=C2C=C(C=C(C2=C1)S(=O)(=O)[O-])S(=O)(=O)[O-].[Na+].[Na+]